FC1=C(C=C(C=C1)S(=O)(=O)N1CCC2(CC(CO2)NC[C@@H](COC=2C=C(C=CC2)S(=O)(=O)NC)O)CC1)C 3-((2S)-3-(8-(4-fluoro-3-methylphenylsulfonyl)-1-oxa-8-azaspiro[4.5]decan-3-ylamino)-2-hydroxypropoxy)-N-methylbenzenesulfonamide